NC=1C=C(C=C(C(=O)NCC2CC2)C1)C(=O)NCC1CC1 5-amino-N1,N3-bis(cyclopropylmethyl)isophthalamide